C(=C\C1=CC=C(C=C1S(=O)(=O)[O-])NC(C)=O)/C1=CC=C(C=C1S(=O)(=O)[O-])NC(C)=O.[Na+].[Na+] sodium (E)-6,6'-(ethene-1,2-diyl)bis(3-acetamidobenzenesulfonate)